8-acetyl-3-ethyl-6-methyl-2-(1,4-oxazepan-4-yl)quinazolin-4(3H)-one C(C)(=O)C=1C=C(C=C2C(N(C(=NC12)N1CCOCCC1)CC)=O)C